NC1=NC=C(C=C1OC=1C=C(C=CC1)NC(=O)NC1=CC=C(C=C1)N(C)C)Cl 1-(3-((2-amino-5-chloropyridin-3-yl)oxy)phenyl)-3-(4-(dimethylamino)phenyl)urea